5-[3-(2-fluoro-4-{3-[methyl ({4-[3-(trifluoromethyl)-3H-diazepin-3-yl] phenyl} methyl) amino] prop-1-yn-1-yl} phenoxy) propyl]-1,3-thiazole-4-carboxylate FC1=C(OCCCC2=C(N=CS2)C(=O)[O-])C=CC(=C1)C#CCN(CC1=CC=C(C=C1)C1(N=NC=CC=C1)C(F)(F)F)C